BrC1=CC=C2CCCC3(C2=C1)C(C3)C(=O)O 7'-bromo-3',4'-dihydro-2'H-spiro[cyclopropane-1,1'-naphthalene]-2-carboxylic acid